4-(quinolin-4-ylmethoxy)benzoic acid N1=CC=C(C2=CC=CC=C12)COC1=CC=C(C(=O)O)C=C1